FC=1C(=NC(=CC1)F)NC1=NC=CC=C1C1=NC(=C(C(=N1)C(=O)N)O)C1=C2C=NNC2=CC=C1C 2-(2-((3,6-difluoropyridin-2-yl)amino)pyridin-3-yl)-5-hydroxy-6-(5-methyl-1H-indazol-4-yl)pyrimidine-4-carboxamide